3-(6-(2,2-dimethylpiperazin-1-yl)-1-methyl-1H-indazol-3-yl)piperidine-2,6-dione CC1(N(CCNC1)C1=CC=C2C(=NN(C2=C1)C)C1C(NC(CC1)=O)=O)C